NC=1C(=C2CCN(CC2=CC1)C(=O)OC(C)(C)C)NC[C@@H](CCCOC=1N(N=CC1C1=NC(=CC(=C1)C(=O)OC)C)C)C tert-butyl 6-amino-5-{[(2R)-5-({4-[4-(methoxycarbonyl)-6-methylpyridin-2-yl]-2-methylpyrazol-3-yl} oxy)-2-methylpentyl] amino}-3,4-dihydro-1H-isoquinoline-2-carboxylate